FC1=C(C(=CC(=C1)C(F)(F)F)F)CC1CCN(CC1)C(=O)N1C[C@@H]2[C@@H](OCC(N2)=O)CC1 (4aR,8aS)-6-[4-[[2,6-Difluoro-4-(trifluoromethyl)phenyl]methyl]piperidine-1-carbonyl]-4,4a,5,7,8,8a-hexahydropyrido[4,3-b][1,4]oxazin-3-one